4-((4-methyl-2-(methylthio)-5-oxo-4,5-dihydro-6H-thiazolo[5',4':4,5]pyrrolo[2,3-d]pyridazin-6-yl)methyl)benzonitrile CN1C2=C(C3=C1C(N(N=C3)CC3=CC=C(C#N)C=C3)=O)SC(=N2)SC